C(=O)=C1NC(CCC1N1C(N(C2=C1C=CC=C2NC2CC1(CN(C1)CCOC1=NC=C(C=C1NC(N)=O)C(F)(F)F)C2)C)=C=O)=C=O 3-(2-(2-(6-((1-(2,6-dicarbonylpiperidin-3-yl)-3-methyl-2-carbonyl-2,3-dihydro-1H-benzo[d]imidazol-4-yl)amino)-2-azaspiro[3.3]heptan-2-yl)ethoxy)-5-(trifluoromethyl)pyridin-3-yl)urea